BrC=1C=2OC=3C4=C(CCC3C(C2C=C(C1)C)=O)C=C(C=C4)F 11-Bromo-3-fluoro-9-methyl-5,6-dihydro-7H-benzo[c]xanthen-7-one